1-((((1'R,2'R)-6-hydroxy-5'-methyl-4-pentyl-2'-(prop-1-en-2-yl)-1',2',3',4'-tetrahydro-[1,1'-biphenyl]-2-yl)oxy)carbonyl)cyclopropyl (2-(2-methoxyethoxy)ethyl) phosphate ammonium salt [NH4+].P(=O)(OC1(CC1)C(=O)OC1=C(C(=CC(=C1)CCCCC)O)[C@H]1[C@@H](CCC(=C1)C)C(=C)C)(OCCOCCOC)[O-]